1-{[(Benzyloxy)carbonyl]oxy}pyrrolidine-2,5-dione C(C1=CC=CC=C1)OC(=O)ON1C(CCC1=O)=O